N-(6-bromoimidazo[1,2-a]pyrazine-2-yl)-4-cyanooxane-4-carboxamide BrC=1N=CC=2N(C1)C=C(N2)NC(=O)C2(CCOCC2)C#N